3-(6-(((3S,4S)-4-fluoropiperidin-3-yl)amino)pyridin-2-yl)-N-(3-methyloxetan-3-yl)imidazo[1,2-a]pyridine-7-carboxamide F[C@@H]1[C@H](CNCC1)NC1=CC=CC(=N1)C1=CN=C2N1C=CC(=C2)C(=O)NC2(COC2)C